1-(4-(6-chloro-7-(2,4-difluorophenyl)quinazolin-4-yl)-2-ethynylpiperazin-1-yl)prop-2-en-1-one ClC=1C=C2C(=NC=NC2=CC1C1=C(C=C(C=C1)F)F)N1CC(N(CC1)C(C=C)=O)C#C